OC(=O)C(F)(F)F.NC1=NC(=C(C=C1C=1C=C2CCNC(C2=CC1)=O)C1=CC=C(C=C1)C=1CNCC1)F 6-(2-amino-5-(4-(2,5-dihydro-1H-pyrrol-3-yl)phenyl)-6-fluoropyridin-3-yl)-3,4-dihydroisoquinolin-1(2H)-one TFA salt